FC1=C(C=C(C=C1)C=1CCCC2=C(C1C1=CC=C(C=C1)C=C1CN(C1)CCCF)C=CC(=C2)C(=O)O)C(F)(F)F 8-(4-fluoro-3-(trifluoromethyl)phenyl)-9-(4-((1-(3-fluoropropyl)azetidin-3-ylidene)methyl)phenyl)-6,7-dihydro-5H-benzo[7]annulene-3-carboxylic acid